3-phenylisothiazol-amine C1(=CC=CC=C1)C1(NSC=C1)N